Cl.C1(=CC=C(C=C1)C1=NN=C(O1)C1=CC=C(C=C1)C[C@@H](C(=O)O)N)C1=CC=CC=C1 (S)-3-(4-(5-([1,1'-biphenyl]-4-yl)-1,3,4-oxadiazole-2-yl)phenyl)-2-aminopropionic acid hydrochloride